7-[1-(1-Cyano-4-piperidyl)-5-methyl-triazol-4-yl]-5-[(1R)-1-[4-(2,2,2-trifluoroethyl)-1,2,4-triazol-3-yl]ethoxy]imidazo[1,2-a]pyridine-3-carbonitrile C(#N)N1CCC(CC1)N1N=NC(=C1C)C1=CC=2N(C(=C1)O[C@H](C)C1=NN=CN1CC(F)(F)F)C(=CN2)C#N